3-Chloro-2-[(12aR)-10-fluoro-8-(prop-1-yn-1-yl)-1,2,3,4,12,12a-hexahydro-6H-pyrazino[2,1-c][1,4]benzooxazepin-9-yl]phenol ClC=1C(=C(C=CC1)O)C1=C(C2=C(CN3[C@@H](CO2)CNCC3)C=C1C#CC)F